2-Chloro-6-fluoro-N-(4,4,4-trifluoro-3-methylbut-2-en-1-yl)aniline ClC1=C(NCC=C(C(F)(F)F)C)C(=CC=C1)F